(3-ethoxy-4-(7-oxo-6,7-dihydro-3H-[1,2,3]triazolo[4,5-d]pyrimidin-5-yl)benzoyl)-D-glutamic acid C(C)OC=1C=C(C(=O)N[C@H](CCC(=O)O)C(=O)O)C=CC1C=1NC(C2=C(N1)NN=N2)=O